5-((4-iodobenzyl)oxy)-2,3-dihydro-1H-inden-1-one IC1=CC=C(COC=2C=C3CCC(C3=CC2)=O)C=C1